ethyl 2-chloro-1,3-oxazole-5-carboxylate ClC=1OC(=CN1)C(=O)OCC